CN(C1=CC=C(C=C1)S(=O)(=O)O)C [4-(dimethylamino)phenyl]sulfonic acid